C(C)(C)(C)OC(=O)NCC(C)(C)N1C(=CC2=C1N=C(N=C2)Cl)C(=O)O 7-[2-(tert-Butoxycarbonylamino)-1,1-dimethyl-ethyl]-2-chloro-pyrrolo[2,3-d]pyrimidine-6-carboxylic acid